N-(6-amino-5-methylpyridin-3-yl)-2-(1',5-dimethyl-[2,3'-Bipiperidin]-1-yl)-2-oxoacetamide NC1=C(C=C(C=N1)NC(C(=O)N1C(CCC(C1)C)C1CN(CCC1)C)=O)C